methyl 2-bromo-6-methyl-3-(methylamino)isonicotinate BrC=1C(=C(C(=O)OC)C=C(N1)C)NC